2-(1H-Pyrazol-4-yl)-4-(4-(6-(trifluoromethyl)imidazo[1,2-a]pyrazin-3-yl)pyrimidin-2-yl)morpholine N1N=CC(=C1)C1CN(CCO1)C1=NC=CC(=N1)C1=CN=C2N1C=C(N=C2)C(F)(F)F